C(C)(=O)[O-].[NH4+].OC1=C(N=C(C2=CC(=CC=C12)OC1=CC=CC=C1)C)C(=O)NCC(=O)O N-[(4-hydroxy-1-methyl-7-phenoxyisoquinolin-3-yl)carbonyl]glycine Ammonium Acetate